1-(4-fluorobenzene-1-sulfonyl)-N-[(3-methyl-1,2-oxazol-5-yl)methyl]-1H-pyrazole-3-carboxamide FC1=CC=C(C=C1)S(=O)(=O)N1N=C(C=C1)C(=O)NCC1=CC(=NO1)C